2-Iodo-6-(pyrrolidine-1-sulfonyl)aniline IC1=C(N)C(=CC=C1)S(=O)(=O)N1CCCC1